COC=1C=CC=2N(C3=CC=C(C=C3C2C1)OC)CCCCCCOP(O)(O)=O [6-(3,6-dimethoxy-9H-carbazol-9-yl)hexyl]phosphoric acid